N1=CC(=CC=C1)/C=C/C(=O)NCCCC[C@H](N)C(=O)O (E)-N6-(3-(pyridin-3-yl)acryloyl)-lysine